2-((1s,2r)-1-(2-cyanophenyl)-1-(1-(2-(piperazin-1-yl)ethyl)-1H-pyrazol-4-yl)propan-2-yl)-5-hydroxy-N-(isoxazol-4-yl)-1-methyl-6-oxo-1,6-dihydropyrimidine-4-carboxamide C(#N)C1=C(C=CC=C1)[C@H]([C@@H](C)C=1N(C(C(=C(N1)C(=O)NC=1C=NOC1)O)=O)C)C=1C=NN(C1)CCN1CCNCC1